FC1=CC=C(C=C1)C1=C(C2=C(S1)C=C(C=C2)O)C(=O)C2=CC=C(C=C2)N2CCC(CC2)CCCN2CCN(CC2)C=2C=C1CN(C(C1=CC2)=O)C2C(NC(CC2)=O)=O 3-(5-(4-(3-(1-(4-(2-(4-fluorophenyl)-6-hydroxybenzo[b]thiophene-3-carbonyl)phenyl)piperidin-4-yl)propyl)piperazin-1-yl)-1-oxoisoindolin-2-yl)piperidine-2,6-dione